ClC1=CC=C2C(=CC(=NC2=C1Cl)NCC1CNCCO1)C=1C=NNC1 7,8-dichloro-N-(morpholin-2-ylmethyl)-4-(1H-pyrazol-4-yl)quinolin-2-amine